azidoacetylbromide N(=[N+]=[N-])CC(=O)Br